2,2,3,3,4,4,5,5,6,6,7,7,8,8-tetradecafluoro-1,9-nonanediol FC(CO)(C(C(C(C(C(C(CO)(F)F)(F)F)(F)F)(F)F)(F)F)(F)F)F